tert-butyl N-(5-ethylsulfonyl-1-methyl-2-pyrimidin-2-yl-imidazol-4-yl)carbamate C(C)S(=O)(=O)C1=C(N=C(N1C)C1=NC=CC=N1)NC(OC(C)(C)C)=O